CN(C1=CC=C(C=C1)B1OCCN(CCO1)C)C 2-(4-(Dimethylamino)phenyl)-6-methyl-[1,3,6,2]dioxazaborocane